C(OCC(F)(F)CC)([O-])=O Ethyl-(2,2-difluoroethyl) carbonate